(6-chloro-4-methoxypyridazin-3-yl)thiomorpholine 1,1-dioxide ClC1=CC(=C(N=N1)N1CCS(CC1)(=O)=O)OC